(3S,4S)-3-Hydroxy-4-[(5S)-5H-imidazo[4,3-a]isoindol-5-yl]pyrrolidin-1-sulfonamid O[C@@H]1CN(C[C@H]1[C@@H]1N2C(C3=CC=CC=C13)=CN=C2)S(=O)(=O)N